P(=O)(OCC1=CC=CC=C1)(OCC1=CC=CC=C1)[O-] di-O-benzyl phosphate